2-(6,7-dihydro-5H-cyclopenta[b]pyridin-3-yl)phenol N1=C2C(=CC(=C1)C1=C(C=CC=C1)O)CCC2